C(C)OCCl ethoxymethyl chloride